ClC1=C(C=CC=C1)[C@H]([C@H](N)C1=C(C=CC=C1)Cl)N (1R,2R)-1,2-bis(2-chlorophenyl)ethylenediamine